C(#N)C1=CC(=C(C=C1)OB(O)O)[N+](=O)[O-] (4-cyano-2-nitrophenyl)boric acid